OC(COC1=CC(=C(C=C1)C1=NC(=NC(=N1)C1=C(C=C(C=C1)C)C)C1=C(C=C(C=C1)C)C)O)COCCCCCCCCCCCCC 2-[4-((2-Hydroxy-3-tridecyloxypropyl)-oxy)-2-hydroxyphenyl]-4,6-bis(2,4-dimethylphenyl)-1,3,5-triazin